ethyl-l-1-methoxy-1,2,4,4a,5,6-hexahydro-3H,14H-pyrazino[1',2':5,6][1,5]oxazocino[2,3-g]quinoline-3-carboxylate C(C)OC(=O)N1CC2N(CC3=C(C=C4C=CC=NC4=C3)OCC2)C(C1)OC